4-[4-(2-Fluorophenyl)piperidin-1-yl]-1-methyl-2-oxo-1,2-dihydro-quinoline-3-carbonitrile FC1=C(C=CC=C1)C1CCN(CC1)C1=C(C(N(C2=CC=CC=C12)C)=O)C#N